CC1=C(C(=C(C1([Hf]C=1CC=2C=CC3=C(C2C1CCCC)C=CC=C3)C)C)C)C pentamethylcyclopentadienyl(1-n-butyl-benz[e]indenyl)hafnium